FC=1C(=CC2=CC=CC=C2C1)C=1C2=C(N=CN1)C(=CS2)C(C)C 4-(3-fluoronaphthalen-2-yl)-7-isopropylthieno[3,2-d]pyrimidine